glyceryl eicosandioate C(CCCCCCCCCCCCCCCCCCC(=O)[O-])(=O)OCC(O)CO